C(C)(C)N1N=C(C=C1C1[C@H]2CC(C[C@@H]12)N1CC2(CS(C2)(=O)=O)CC1)C=1C=NC=C(C1)C(F)(F)F 6-((1R,3s,5S,6r)-6-(1-isopropyl-3-(5-(trifluoromethyl)pyridin-3-yl)-1H-pyrazol-5-yl)bicyclo[3.1.0]hexan-3-yl)-2-thia-6-azaspiro[3.4]octane 2,2-dioxide